(E)-N-(1-benzylpiperidin-4-yl)-2-(4-(3-(3,4-dimethoxyphenyl)acryloyl)phenoxy)acetamide C(C1=CC=CC=C1)N1CCC(CC1)NC(COC1=CC=C(C=C1)C(\C=C\C1=CC(=C(C=C1)OC)OC)=O)=O